N1(CCCC1)C1=CC=NC=C1 4-(pyrrolidin-1-yl)pyridine